tert-butyl [(2R)-1-{[bis(2-thienylmethyl)carbamoyl]oxy}hexan-2-yl]carbamate S1C(=CC=C1)CN(C(=O)OC[C@@H](CCCC)NC(OC(C)(C)C)=O)CC=1SC=CC1